4,5-dihydro-1H-pyridazin-6-one N1N=CCCC1=O